6-(3-bromobenzoyl)-9-(2',3',5'-tri-O-acetyl-beta-D-ribofuranosyl)purine BrC=1C=C(C(=O)C2=C3N=CN(C3=NC=N2)[C@H]2[C@H](OC(C)=O)[C@H](OC(C)=O)[C@H](O2)COC(C)=O)C=CC1